NC=1C=NC=CC1OC1C2C3=C(C1CC2)C=C(C=C3)OC3=C(C=NC=C3)N 3,6-bis(3-amino-4-pyridyloxy)benzonorbornene